Methyl 2-[6-(1,1-difluoroethyl) pyridin-3-yl]-5-({[1-(2-fluoro-4-methylphenyl) cyclopropyl] carbonyl} amino)benzoate FC(C)(F)C1=CC=C(C=N1)C1=C(C(=O)OC)C=C(C=C1)NC(=O)C1(CC1)C1=C(C=C(C=C1)C)F